C1(=CC=CC=C1)CCNC(CCCC=1C2=CC=CC3=CC=C4C=CC=C(C1)C4=C32)=S N-phenylethyl-4-(pyren-4-yl)butanethioamide